CC1CN2N=CC(C3=NN(C=4C=CC(O[C@@H](CCNC(O1)=O)C)=CC34)C3OCCCC3)=C2 (13R)-7,13-dimethyl-19-(oxan-2-yl)-8,14-dioxa-4,5,10,19,20-pentaazatetracyclo[13.5.2.12,5.018,21]tricosa-1(20),2(23),3,15(22),16,18(21)-hexaen-9-one